O=C1CN(C[C@@H](C1)NC=1C2=C(N=CN1)N(C=C2)C(C2=CC=CC=C2)(C2=CC=CC=C2)C2=CC=CC=C2)C(=O)OC(C)(C)C (R)-tert-Butyl 3-oxo-5-((7-trityl-7H-pyrrolo[2,3-d]pyrimidin-4-yl)amino)piperidine-1-carboxylate